(E)-3-Fluoro-5-(4-fluorophenylvinyl)-2-isopropylphenol FC=1C(=C(C=C(C1)\C=C\C1=CC=C(C=C1)F)O)C(C)C